[B].[La].[W].[Nb] niobium tungsten lanthanum boron